N-(1-(methyl-d3)-3-((tetrahydrofuran-3-yl)oxy)-1H-pyrazol-4-yl)carboxamide C(N1N=C(C(=C1)NC=O)OC1COCC1)([2H])([2H])[2H]